8-methyl-4-(8-methyl-2-methylsulfanyl-7-oxo-pyrido[2,3-d]pyrimidin-6-yl)-2,3-dihydroquinoxaline-1-carboxylic acid tert-butyl ester C(C)(C)(C)OC(=O)N1CCN(C2=CC=CC(=C12)C)C1=CC2=C(N=C(N=C2)SC)N(C1=O)C